NC1=C(C=C(C=N1)C1=CC=C(C(=O)O)C=C1)OCC1=C(C=CC=C1Cl)Cl 4-[6-amino-5-(2,6-dichloro-benzyloxy)-pyridin-3-yl]-benzoic acid